FC(C(C(C)(C)C)=O)(F)C=1C(=C(C=CC1)[C@@H](C)NC(OC(C)(C)C)=O)F tert-butyl {(1R)-1-[3-(1,1-difluoro-3,3-dimethyl-2-oxobutyl)-2-fluorophenyl]ethyl}carbamate